(R)-N-(2-(4-ethyl-piperazin-1-yl)-4-methoxy-5-((6-(3-(3-phenoxyphenyl)isoxazolidin-2-yl)pyrimidin-4-yl)amino)phenyl)-acrylamide C(C)N1CCN(CC1)C1=C(C=C(C(=C1)OC)NC1=NC=NC(=C1)N1OCC[C@@H]1C1=CC(=CC=C1)OC1=CC=CC=C1)NC(C=C)=O